C1(CC1)C=1C2=C(N=NC1C1=C(C=C(C=C1)CC)O)N(CC2)[C@H]2CN(CCC2)C 2-[4-cyclopropyl-7-[(3R)-1-methyl-3-piperidyl]-5,6-dihydropyrrolo[2,3-c]pyridazin-3-yl]-5-ethyl-phenol